C(C)(C)(C)OC(=O)N1CC(C1)C1=NC2=C(N1)C=C(C(=C2)C)C(=O)OC Methyl 2-(1-(tert-butoxycarbonyl) azetidin-3-yl)-5-methyl-1H-benzo[d]imidazole-6-carboxylate